IC=1OC2=C(C1)C(=CC=C2)Br 2-iodo-4-bromobenzofuran